tert-butyl (R)-(1-(3-amino-1-methyl-1H-indazol-7-yl)pyrrolidin-3-yl)carbamate NC1=NN(C2=C(C=CC=C12)N1C[C@@H](CC1)NC(OC(C)(C)C)=O)C